ClC=1C(=C(C=CC1)NC1=NC=NC2=CC(=C(C=C12)[C@@H]1CN(CCC1)C(C=C)=O)OC)F (R)-1-(3-(4-((3-chloro-2-fluorophenyl)amino)-7-methoxyquinazolin-6-yl)piperidin-1-yl)prop-2-en-1-one